BrC1=C(NC(C)C=2C=C(C=C3C(N(C(=NC23)C2CCOCC2)C)=O)C)C=CC(=C1F)F 8-[1-(2-bromo-3,4-difluoro-anilino)ethyl]-3,6-dimethyl-2-tetrahydropyran-4-yl-quinazolin-4-one